3-Dimethylaminopropionic acid methyl-sulfate COS(=O)(=O)O.CN(CCC(=O)O)C